3-phenyl-1-(pyridin-2-yl)propan-1-one C1(=CC=CC=C1)CCC(=O)C1=NC=CC=C1